FC1=C(C=CC=C1)NC(C1=CC=C(C=C1)C1=NOC(=N1)C(F)(F)F)=O N-(2-Fluorophenyl)-4-[5-(trifluoromethyl)-1,2,4-oxadiazol-3-yl]benzamid